C(C1=CC=CC=C1)OC1=C(C(=O)NC=2C=C(C(=O)OC)C=CC2O)C=CC(=N1)OCC1=CC=CC=C1 methyl 3-(2,6-bis(benzyloxy)nicotinamido)-4-hydroxybenzoate